bis[3-(dimethylamino)propyl]amino-2-propanol CN(CCCN(CCCN(C)C)CC(C)O)C